2-((2S)-4-(9-chloro-10-(2,4-difluorophenyl)-5-oxo-2,3-dihydro-5H-[1,4]thiazino[2,3,4-ij]quinazolin-7-yl)-1-(2-fluoroacryloyl)piperazin-2-yl)acetonitrile ClC=1C=C2C(=NC(N3C2=C(C1C1=C(C=C(C=C1)F)F)SCC3)=O)N3C[C@@H](N(CC3)C(C(=C)F)=O)CC#N